Cl.NCCC1=CC=C(C=C1)C(CC(=O)OCC)C[N+](=O)[O-] ethyl 3-(4-(2-aminoethyl)phenyl)-4-nitrobutanoate hydrochloride